FC(C1=C(OC2=C1C(CCC2)=O)C(=O)OCC)F ethyl 3-(difluoromethyl)-4-oxo-4,5,6,7-tetrahydro-1-benzofuran-2-carboxylate